(2,2,2-trifluoroethyl) (perfluoroethyl) disulfide FC(C(F)(F)F)(F)SSCC(F)(F)F